ClC=1C=C(CNC2=NC=C(C=N2)C(=O)OCC)C=CC1 Ethyl 2-((3-chlorobenzyl)amino)pyrimidine-5-carboxylate